[[2-[(cyclobutylmethylamino)methyl]-1H-indol-6-yl]methyl]-2,7-naphthyridin-1-one C1(CCC1)CNCC=1NC2=CC(=CC=C2C1)CC=1NC(C2=CN=CC=C2C1)=O